C(C)(C)(C)OC(=O)NC(C(=O)OC(C)(C)C)CC1=CC=C(C=C1)O tert-butyl 2-(tert-butoxycarbonylamino)-3-(4-hydroxyphenyl)propanoate